ClC=1C=C(C(=O)Cl)C=CC1[N+](=O)[O-] 3-Chloro-4-nitrobenzoyl chloride